methyl 3-(difluoromethyl)-2-methylbenzoate FC(C=1C(=C(C(=O)OC)C=CC1)C)F